C(C)OC1=C(C=CC(=C1C)F)[C@H]1[C@@H](O[C@]([C@H]1C)(C(F)(F)F)C)C(=O)O |r| rac-(2R,3S,4S,5R)-3-(2-ethoxy-4-fluoro-3-methylphenyl)-4,5-dimethyl-5-(trifluoromethyl)tetrahydrofuran-2-carboxylic acid